5-Formyl-4-methyl-1-[(5-oxopyrrolidin-2-yl)methyl]indole-2-carbonitrile C(=O)C=1C(=C2C=C(N(C2=CC1)CC1NC(CC1)=O)C#N)C